N-{2-fluoro-3-[6-oxo-4-(trifluoromethyl)-1,6-dihydropyrimidin-2-yl]-4-(trifluoromethyl)benzyl}-1-(quinolin-2-yl)piperidine-4-carboxamide FC1=C(CNC(=O)C2CCN(CC2)C2=NC3=CC=CC=C3C=C2)C=CC(=C1C=1NC(C=C(N1)C(F)(F)F)=O)C(F)(F)F